FC1=C(CC=2NC(=NN2)C(=O)NC2=NC=CC(=C2)C2=C(C=CC(=C2)OCCOC)C(F)(F)F)C=CC=C1 5-(2-fluorobenzyl)-N-(4-(5-(2-methoxyethoxy)-2-(trifluoromethyl)phenyl)pyridin-2-yl)-4H-1,2,4-triazole-3-carboxamide